methyl 2-((2S,4R)-2-(((tert-butoxycarbonyl)amino)methyl)-5-chloro-6-fluoro-2-phenyl-2,3-dihydrobenzofuran-4-yl)-3-fluoro-4-methoxybenzoate C(C)(C)(C)OC(=O)NC[C@@]1(OC2=C(C1)C(=C(C(=C2)F)Cl)C2=C(C(=O)OC)C=CC(=C2F)OC)C2=CC=CC=C2